2-amino-N-(4-hydroxybicyclo[2.2.2]oct-1-yl)-5-(1-(1-(tetrahydro-2H-pyran-4-yl)piperidine-4-yl)-1H-indazol-5-yl)nicotinamide NC1=C(C(=O)NC23CCC(CC2)(CC3)O)C=C(C=N1)C=1C=C3C=NN(C3=CC1)C1CCN(CC1)C1CCOCC1